FC=1C=C(C=C2C(C(CC(C2)C)=CC2=CC(=C(C=C2)OC(F)(F)F)F)=O)C=CC1OC(F)(F)F 2,6-bis(3-fluoro-4-(trifluoromethoxy)benzylidene)-4-methylcyclohexanone